ClC1=CC=C(C=C1)CCC1=NOC(=N1)CN1C=NC=2N=CN(C2C1=O)C 1-({3-[2-(4-chlorophenyl)ethyl]-1,2,4-oxadiazol-5-yl}methyl)-7-methylpurin-6-one